F\C(\C(=O)OCC)=C/C1=NC=C(C=C1)Br ethyl (Z)-2-fluoro-3-(5-bromopyridin-2-yl)acrylate